(R)-3-amino-6-chloro-3-(4-methoxyphenyl)-1-triphenylmethylindol-2-one N[C@]1(C(N(C2=CC(=CC=C12)Cl)C(C1=CC=CC=C1)(C1=CC=CC=C1)C1=CC=CC=C1)=O)C1=CC=C(C=C1)OC